C(#N)C=1C=CC(=C2C=CN(C12)S(=O)(=O)C1=CC=C(C)C=C1)C(CN(C(OC(C)(C)C)=O)CCO)O tert-butyl (2-(7-cyano-1-tosyl-1H-indol-4-yl)-2-hydroxyethyl)(2-hydroxyethyl)carbamate